7-[5-[(E)-2-(aminomethyl)-3-fluoro-allyloxy]pyrimidin-2-yl]-2,7-diazaspiro[4.5]decan-3-one NC/C(/COC=1C=NC(=NC1)N1CC2(CC(NC2)=O)CCC1)=C\F